acrylic acid cesium salt [Cs+].C(C=C)(=O)[O-]